(12R)-methyl hydroxyoleate OC(C(=O)OC)CCCCCC\C=C/CCCCCCCC